N1C(CCCC1)C(=O)O.N1(CCCCC1)C(=O)O piperidinecarboxylic acid (pipecolate)